dimethyl-(6-((2-((6-(1-methyl-1H-pyrazol-4-yl)-8-morpholino-2,3-dihydrobenzo[b][1,4]dioxin-5-yl)amino)-7H-pyrrolo[2,3-d]pyrimidin-4-yl)amino)quinoxalin-5-yl)phosphine oxide CP(C1=C2N=CC=NC2=CC=C1NC=1C2=C(N=C(N1)NC1=C(C=C(C=3OCCOC31)N3CCOCC3)C=3C=NN(C3)C)NC=C2)(C)=O